CN(CCOC=1C=C(C=C(C1)C1=CC(=C(C=C1)C=1NC(C2=C(N1)NN=N2)=O)OCC)/C=C/C(=O)O)C (E)-3-(5-(2-(dimethylamino)ethoxy)-3'-ethoxy-4'-(7-oxo-6,7-dihydro-3H-[1,2,3]triazolo[4,5-d]pyrimidin-5-yl)-[1,1'-biphenyl]-3-yl)acrylic acid